FC=1C=C(C=CC1N1CCN(CC1)C(CCC1=C(C=C(C=C1)C(F)(F)F)CN1N=C(N=N1)C)=O)S(=O)(=O)N 3-fluoro-4-(4-(3-(2-((5-methyl-2H-tetrazol-2-yl)methyl)-4-(trifluoromethyl)phenyl)propanoyl)piperazin-1-yl)benzenesulfonamide